2-chloro-4-((4-methoxybenzyl)oxy)-5-(5-(trifluoromethyl)-1H-pyrazol-3-yl)pyridine ClC1=NC=C(C(=C1)OCC1=CC=C(C=C1)OC)C1=NNC(=C1)C(F)(F)F